(E)-1-(N-methyl-pyrrole-2-yl)-3-(thiophene-2-yl)prop-2-ene-1-one CN1C(=CC=C1)C(\C=C\C=1SC=CC1)=O